OC1=CC2=C(C3=C(C(O2)=O)C(=CO3)C=3C(OC2=C(C3O)C(=CC(=C2)O)O)=O)C(=C1)O 7,9-dihydroxy-3-(4,5,7-trihydroxy-2-oxo-2h-benzopyran-3-yl)4h-furo[3,2-c]benzopyran-4-one